(methyl)(methoxy)zirconium (IV) C[Zr+2]OC